C(C)(C)(C)OC(=O)N1CCN(CC1)CC=1C=C2C(=C(NC2=CC1)C1=CC(=C(C=C1)OC)OC)CC 4-((2-(3,4-Dimethoxyphenyl)-3-ethyl-1H-indol-5-yl)methyl)piperazine-1-carboxylic acid tert-butyl ester